O=C1OCCC[C@]1(C(=O)OCC)C\C=C\C=C\C1=CC=CC=C1 Ethyl (R)-2-oxo-3-((2E,4E)-5-phenylpenta-2,4-dien-1-yl)tetrahydro-2H-pyran-3-carboxylate